FC=1C=C2C(=C(NC2=CC1)C(=O)OCC)C=1N=NN(C1)CC1CCN(CC1)CCNS(=O)(=O)C1=CC2=CC=CC=C2C=C1 Ethyl 5-fluoro-3-(1-((1-(2-(naphthalen-2-sulfonamido)ethyl)piperidin-4-yl)methyl)-1H-1,2,3-triazol-4-yl)-1H-indol-2-carboxylat